C(CCCCC)OC1=CC=C(C=C1)C1=CC=C(N(C2=CC=C(C=C2)C2=CC=C(C=C2)OCCCCCC)C2=CC=C(C=C2)C2=CC(=CC3=C2C=CO3)C=O)C=C1 4-[4-[4-(4-hexyloxyphenyl)-N-[4-(4-hexyloxyphenyl)phenyl]anilino]phenyl]benzofuran-6-carbaldehyde